n-Decanoyl chloride C(CCCCCCCCC)(=O)Cl